FC1=C(C=CC(=C1)[N+](=O)[O-])N1CCN(CC1)C1CCN(CC1)C(=O)OC(C)(C)C tert-butyl 4-(4-(2-fluoro-4-nitrophenyl)piperazin-1-yl)piperidine-1-carboxylate